tert-butyl (4-(2-fluoro-4-(3-(4-fluorophenyl)-1-isopropyl-2,4-dioxo-1,2,3,4-tetrahydropyrimidine-5-carboxamido)phenoxy)-1-(4-methoxybenzyl)-1H-pyrazolo[3,4-b]pyridin-3-yl)carbamate FC1=C(OC2=C3C(=NC=C2)N(N=C3NC(OC(C)(C)C)=O)CC3=CC=C(C=C3)OC)C=CC(=C1)NC(=O)C=1C(N(C(N(C1)C(C)C)=O)C1=CC=C(C=C1)F)=O